2-(6-(5-chloro-2-((oxacyclohex-4-yl)amino)pyrimidin-4-yl)-1-oxoisoindolin-2-yl)acetamide ClC=1C(=NC(=NC1)NC1CCOCC1)C1=CC=C2CN(C(C2=C1)=O)CC(=O)N